5-(2-chloroacetyl)-6-chloro-1,3-dihydro-indole ClCC(=O)C=1C=C2CCNC2=CC1Cl